O[C@H]1C[C@@H](O[C@@H]1CO)N1C(NC=C(C1=O)I)=O 3-((2R,4S,5R)-4-hydroxy-5-(hydroxymethyl)tetrahydrofuran-2-yl)-5-iodopyrimidine-2,4(1H,3H)-dione